C(#N)C1=CC(=NC(=N1)N1C=NC=C1)C(=O)NC=1C=NC=NC1 6-cyano-2-(1H-imidazol-1-yl)-N-(pyrimidin-5-yl)pyrimidine-4-carboxamide